C(C)(C)C1=C(NC2=CC=C(C=C12)[C@@H]1[C@@H](C1)C(=O)NC1CCNCC1)C1=CC(=NC=C1)C (1r,2s)-2-(3-isopropyl-2-(2-methylpyridin-4-yl)-1H-indol-5-yl)-N-(piperidin-4-yl)cyclopropane-1-carboxamide